6-ethoxy-2-(2-(methoxymethyl)-7-methylquinoxalin-5-yl)benzo[d]thiazole C(C)OC1=CC2=C(N=C(S2)C2=C3N=CC(=NC3=CC(=C2)C)COC)C=C1